NC1=NC=NC=2N(C3=C(C=C(C=C3C21)C2=CC=CC=C2)C)CC(=O)OCCCC butyl 2-(4-amino-8-methyl-6-phenyl-9H-pyrimido[4,5-b]indol-9-yl)acetate